tert-butyl (R)-3,4-dichloro-1-(2,2-dimethyl-3-oxopyrrolidin-1-yl)-12-oxo-6a,7,9,10-tetrahydro-12H-pyrazino[2,1-c]pyrido[3,4-f][1,4]oxazepine-8(6H)-carboxylate ClC1=C(C2=C(C(N3[C@@H](CO2)CN(CC3)C(=O)OC(C)(C)C)=O)C(=N1)N1C(C(CC1)=O)(C)C)Cl